5'-methyl-3-(morpholinosulfonyl)-4-pentyl-2'-(prop-1-en-2-yl)-1',2',3',4'-tetrahydro-[1,1'-biphenyl]-2,6-diol CC=1CCC(C(C1)C=1C(=C(C(=CC1O)CCCCC)S(=O)(=O)N1CCOCC1)O)C(=C)C